1-((1s,5s)-3-oxabicyclo[3.1.0]hex-1-yl)-N-((R)-1-(3-(difluoromethyl)-2-fluorophenyl)ethyl)-4-((1-methylpiperidin-4-yl)amino)-6-oxo-1,6-dihydropyridine-3-carboxamide [C@]12(COC[C@H]2C1)N1C=C(C(=CC1=O)NC1CCN(CC1)C)C(=O)N[C@H](C)C1=C(C(=CC=C1)C(F)F)F